3-oxo-4,6-dibenzyloxy-1-cyclohexene O=C1C=CC(CC1OCC1=CC=CC=C1)OCC1=CC=CC=C1